C[C@]12CC[C@H]3[C@H]([C@@H]1C[C@H]([C@H]2O)O[C@H]4[C@@H]([C@H]([C@@H]([C@H](O4)C(=O)O)O)O)O)CCC5=C3C=CC(=C5)O The molecule is a steroid glucosiduronic acid that is 17-epiestriol having a single beta-D-glucuronic acid residue attached at position 16. It is a beta-D-glucosiduronic acid and a steroid glucosiduronic acid. It derives from a 17-epiestriol. It is a conjugate acid of a 17-epiestriol 16-O-(beta-D-glucuronide)(1-).